5,7-dihydrothieno[3,4-d]pyrimidine-2,4(1H,3H)-dione N1C(NC(C2=C1CSC2)=O)=O